CC1=NC(=NO1)C1=CC=CC=N1 6-(5-methyl-1,2,4-oxadiazol-3-yl)pyridine